L-galactose 6-sulfate S(=O)(=O)(O)OC[C@@H]([C@H]([C@H]([C@@H](C=O)O)O)O)O